(S)-5-fluoro-N,N-diisopropyl-2-((4-(3-((7-(piperidine-4-sulfonyl)-2,7-diazaspiro[3.5]nonan-2-yl)methyl)pyrrolidin-1-yl)pyrimidin-5-yl)oxy)benzamide hydrochloride Cl.FC=1C=CC(=C(C(=O)N(C(C)C)C(C)C)C1)OC=1C(=NC=NC1)N1C[C@@H](CC1)CN1CC2(C1)CCN(CC2)S(=O)(=O)C2CCNCC2